CN1N=C(C=C1)Cl 1-methyl-3-chloro-pyrazol